4-(pyridine-4-yl)phthalic acid N1=CC=C(C=C1)C=1C=C(C(C(=O)O)=CC1)C(=O)O